N1(CCNCC1)C=1C=C(C=CC1)N1C(NC(CC1)=O)=O 1-(3-piperazin-1-ylphenyl)hexahydro-pyrimidine-2,4-dione